OC12C(C=3C=C(SC3N=C2N(CC1)C1=CSC=C1)C)=O 9-hydroxy-5-methyl-12-(thiophen-3-yl)-4-thia-2,12-diazatricyclo[7.3.0.03,7]dodeca-1,3(7),5-trien-8-one